(4-hydroxy-2-thietanyl)methane OC1CC(S1)C